N1=CC=C(C=C1)C=1C(=C(N(CO)C2=CC=NC=C2)C=CC1)C1=CC=NC=C1 tri(4-pyridyl)anilinemethanol